[Na].NCCOS(=O)(=O)C(C)N.COC1=C(C=C2C3=C(N(C2=C1)C)C(=NC=C3)C)N3CCN(CC3)CC(CC)=O 1-(4-(7-methoxy-1,9-dimethyl-9H-pyrido[3,4-b]indol-6-yl)piperazine-1-yl)butanone aminoethyl-aminoethansulfonate sodium salt